2-(2-chloro-6-methoxyphenyl)pyrimidine ClC1=C(C(=CC=C1)OC)C1=NC=CC=N1